8-((3,5-difluoro-4-(4-fluorophenoxy)phenyl)sulfonyl)-3-((2-methoxyethoxy)-carbonyl)-3,8-diazabicyclo[3.2.1]octane-1-carboxylic acid FC=1C=C(C=C(C1OC1=CC=C(C=C1)F)F)S(=O)(=O)N1C2(CN(CC1CC2)C(=O)OCCOC)C(=O)O